FC1=C(C=C(C(=C1C(=O)C=1C=C2N=C(C=NC2=CC1)N1CCOCC1)F)F)NC(=O)NC1=CC(=CC=C1)C(F)(F)F 1-(2,4,5-trifluoro-3-(3-morpholinylquinoxaline-6-carbonyl)phenyl)-3-(3-(trifluoromethyl)phenyl)urea